(R/S)-N2-(3-Aminosulphonyl-4-methylphenyl)-5-fluoro-N4-[2-methyl-3-oxo-4-(4-methoxybenzyl)-benzo[1,4]thiazin-6-yl]-2,4-pyrimidinediamine NS(=O)(=O)C=1C=C(C=CC1C)NC1=NC=C(C(=N1)NC=1C=CC2=C(N(C([C@H](S2)C)=O)CC2=CC=C(C=C2)OC)C1)F |r|